O=S1(CCN(CC1)C=1C2=C(N=CN1)N(C(=C2)C2=CC=C(C=C2)NC=2C=NC(=NC2)N2CCN(CC2)C(=O)OC(C)(C)C)COCC[Si](C)(C)C)=O tert-butyl 4-(5-((4-(4-(1,1-dioxidothiomorpholino)-7-((2-(trimethylsilyl)ethoxy)methyl)-7H-pyrrolo[2,3-d]pyrimidin-6-yl)phenyl)amino)pyrimidin-2-yl)piperazine-1-carboxylate